4-[5-chloro-1-[(4-methoxyphenyl)methyl]triazol-4-yl]-2-[1-(2-naphthalen-1-ylethyl)imidazol-4-yl]pyridine ClC1=C(N=NN1CC1=CC=C(C=C1)OC)C1=CC(=NC=C1)C=1N=CN(C1)CCC1=CC=CC2=CC=CC=C12